ClC1=C2C(=NC=C1)NC(=C2C2=CC1=C(OCCN1C(C=C)=O)C=C2)C2=CC(=NC=C2)N2CCN(CC2)C 1-(6-(4-chloro-2-(2-(4-methylpiperazin-1-yl)pyridin-4-yl)-1H-pyrrolo[2,3-b]pyridin-3-yl)-2H-benzo[b][1,4]oxazin-4(3H)-yl)prop-2-en-1-one